ethoxy-1H-indole-2-carboxylic acid C(C)ON1C(=CC2=CC=CC=C12)C(=O)O